2-fluoro-4-(trifluoromethyl)pyridine FC1=NC=CC(=C1)C(F)(F)F